FC(C(O)C1(CN(CCC1)C=1C=NC(=CC1CO)C1=C(C=C(C(=C1)F)OC)F)NC(OC(C)(C)C)=O)F tert-butyl (3-(2,2-difluoro-1-hydroxyethyl)-1-(6-(2,5-difluoro-4-methoxyphenyl)-4-(hydroxymethyl) pyridin-3-yl)piperidin-3-yl)carbamate